3-((2S)-3-(8-(3-(5-cyanopyridin-3-yl)phenylsulfonyl)-1-oxa-8-azaspiro[4.5]decan-3-ylamino)-2-hydroxypropoxy)-N-methylbenzenesulfonamide C(#N)C=1C=C(C=NC1)C=1C=C(C=CC1)S(=O)(=O)N1CCC2(CC(CO2)NC[C@@H](COC=2C=C(C=CC2)S(=O)(=O)NC)O)CC1